C(C)(C)(C)OC(=O)N1CC(C(CC1)O)C=1C(=C2COC(C2=CC1)=O)C 4-hydroxy-3-(4-methyl-1-oxo-1,3-dihydroisobenzofuran-5-yl)piperidine-1-carboxylic acid tert-butyl ester